ClC=1C=C(C(=O)OO)C=CC1 meta-Chloroperoxy-benzoic acid